Ethyl 2-(2-fluorophenyl)-5,6,7,8-tetrahydropyrazolo[5,1-b][1,3]oxazepine-3-carboxylate FC1=C(C=CC=C1)C1=NN2C(OCCCC2)=C1C(=O)OCC